Racemic-1-(4,4-difluorocyclohexyl)-3-(isoquinolin-4-yl)-2-oxoimidazoline-4-carbonitrile FC1(CCC(CC1)N1C(N([C@H](C1)C#N)C1=CN=CC2=CC=CC=C12)=O)F |r|